C(C)(C)(C)N(C(O)=O)C[C@H]1[C@@H](C1)C#C.N1CCC(CC1)CNC(=O)C1=CN=CS1 |o1:9,10| N-((piperidin-4-yl)methyl)thiazole-5-carboxamide rel-tert-butyl-(((1R,2R)-2-ethynylcyclopropyl)methyl)carbamate